3,5-difluoro-4-{[3-(2-fluoro-4-methoxyphenyl)-1-{[2-(trimethylsilyl)ethoxy]methyl}-1H-pyrrolo[2,3-b]pyridin-4-yl]oxy}aniline FC=1C=C(N)C=C(C1OC1=C2C(=NC=C1)N(C=C2C2=C(C=C(C=C2)OC)F)COCC[Si](C)(C)C)F